3-((3-chloro-4-iodopyridin-2-yl)amino)-2,2-dimethylpropane-nitrile ClC=1C(=NC=CC1I)NCC(C#N)(C)C